C(C)(C)(C)PC(C)(C)PC(C)(C)C bis(tert-butylphosphino)propane